[O].O(O)O.[Fe].[Co] cobalt-Iron (Oxy) hydroxide Oxygen